2-bromo-4-(2-(tert-butoxy)ethoxy)-1-methylbenzene BrC1=C(C=CC(=C1)OCCOC(C)(C)C)C